F[B-](F)(F)F.OCCN1CN(C=C1)CCCCCC 1-(2'-hydroxyethyl)-3-hexylimidazole tetrafluoroborate